C(C)(C)(C)N1C(C2=CC=CC=C2C(C1=O)(C[Se]C#N)C)=O 2-(tert-butyl)-4-methyl-4-(selenocyanatomethyl)isoquinoline-1,3(2H,4H)-dione